C(CCC)N(CCCCCCCCCCCC)CCCC N,N-dibutyldodecanamine